(E)-3-methyl-5-cyclohexadecene-1-one CC1CC(CCCCCCCCCC/C=C/C1)=O